ClC1=CC(=C2C(=N1)C1(OCC2)COCC1)OCC[C@H](C)O (2S)-4-((2'-chloro-4,5,5',6'-tetrahydro-2H-spiro[furan-3,8'-pyrano[3,4-b]pyridine]-4'-yl)oxy)butan-2-ol